2,2,3,3-tetramethyloctahydrobenzo-1,4,2,3-dioxadisiline C[Si]1([Si](OC2C(O1)CCCC2)(C)C)C